NC1=NC=2C=C(C(=CC2C2=C1COC2)C(=O)N([C@H]2COC1=C2C=CC(=C1)C(F)(F)F)CC1CC1)F 4-amino-N-(cyclopropylmethyl)-7-fluoro-N-((3R)-6-(trifluoromethyl)-2,3-dihydro-1-benzofuran-3-yl)-1,3-dihydrofuro[3,4-c]quinoline-8-carboxamide